C(CCCCCCC\C=C/CCCCCCCC)(=O)N.[Na].[Na] Disodium Oleamid